1,2,3,4,5-Cyclohexanepentol C1(C(C(C(C(C1)O)O)O)O)O